N-[(3R)-1-(4-{[(1R)-1-(2-fluorophenyl)ethyl]amino}-2-methylpyrido[3,4-d]pyrimidin-6-yl)pyrrolidin-3-yl]acetamide FC1=C(C=CC=C1)[C@@H](C)NC=1C2=C(N=C(N1)C)C=NC(=C2)N2C[C@@H](CC2)NC(C)=O